4-[[5-(3,4-dimethoxy-phenyl)imidazo[2,1-b][1,3,4]thiadiazol-2-yl]amino]cyclohexanol COC=1C=C(C=CC1OC)C1=CN=C2SC(=NN21)NC2CCC(CC2)O